C(#N)C=1C=NC2=CC(=C(C=C2C1N1CCN(CCC1)S(=O)(=O)NC(OC(C)(C)C)=O)OC)OC Tert-butyl ((4-(3-cyano-6,7-dimethoxyquinolin-4-yl)-1,4-diazepan-1-yl)sulfonyl)carbamate